C(C([2H])([2H])[2H])(OC=1C(=NC=C(C1)F)OC=1C=C(C=NC1)C1=NC=C(C=N1)C(=O)N[C@@H]1CNCC[C@@H]1F)([2H])[2H] 2-{5-[((3-Ethoxy-d5)-5-fluoropyridin-2-yl)oxy]pyridin-3-yl}-N-[(3R,4S)-4-fluoropiperidin-3-yl]pyrimidine-5-carboxamid